COC1=C(C=NC(=C1)OC)N1C(O[C@]2(C1)C[C@H](CCC2)CN2C=NC1=C2C=C(C=C1)C#N)=O 1-({(5S,7S)-3-[4,6-bis(methyloxy)-3-pyridinyl]-2-oxo-1-oxa-3-azaspiro[4.5]dec-7-yl}methyl)-1H-benzimidazole-6-carbonitrile